FC(C=1C=CC(=NC1)C1=NN(C2=NC=CC=C21)C2CN(CC2)C(C=C)=O)(F)F 1-(3-(3-(5-(trifluoromethyl)-pyridin-2-yl)-1H-pyrazolo[3,4-b]-pyridin-1-yl)pyrrolidin-1-yl)prop-2-en-1-one